N-(2-Dimethylamino-2-phenyl-ethyl)-N'-{3-fluoro-4-[6-methoxy-7-(piperidin-4-ylmethoxy)-quinolin-4-yloxy]-phenyl}-oxalamide CN(C(CNC(C(=O)NC1=CC(=C(C=C1)OC1=CC=NC2=CC(=C(C=C12)OC)OCC1CCNCC1)F)=O)C1=CC=CC=C1)C